N1C=NC(=C1)S(=O)(=O)C1=C(C(=C(C=C1CCCCC)O)C1C(CCC(=C1)C)C(=C)C)O 3-((1H-imidazol-4-yl)sulfonyl)-5'-methyl-4-pentyl-2'-(prop-1-en-2-yl)-1',2',3',4'-tetrahydro-[1,1'-biphenyl]-2,6-diol